4-epoxycyclohexylmethyl-3,4-epoxycyclohexylmethyl formate C(=O)OCC1CC2C(CC1)(O2)CC21C(CCCC2)O1